dineopentanoyl peroxide C(C(C)(C)C)(=O)OOC(C(C)(C)C)=O